Cl.N[C@@H](C(=O)O)CC=1C=C2C=NNC2=C(C1)C (R)-2-amino-3-(7-methyl-1H-indazol-5-yl)propionic acid hydrochloride